FC=1C=C(C(=NC1)CN)C(F)(F)F 1-[5-fluoro-3-(trifluoromethyl)pyridin-2-yl]methanamine